C1(CC1)CC(CCCCC[C@@H](C=1OC(=CN1)C=1C=C2C=CC(=NC2=CC1OC)C)NC(=O)[C@H]1CC12CCN(CC2)C)=O (1S)-N-{(1S)-8-Cyclopropyl-1-[5-(7-methoxy-2-methylchinolin-6-yl)-1,3-oxazol-2-yl]-7-oxooctyl}-6-methyl-6-azaspiro[2.5]octan-1-carboxamid